monohydrogensulfate S(=O)(=O)(O)[O-]